5-[1-(5-amino-2-pyridyl)-3-(trifluoromethyl)pyrazol-4-yl]-N-[3-chloro-4-[2-[[(2S,4R)-4-hydroxyprolyl]amino]ethylcarbamoyl]phenyl]-1-methyl-imidazole-2-carboxamide NC=1C=CC(=NC1)N1N=C(C(=C1)C1=CN=C(N1C)C(=O)NC1=CC(=C(C=C1)C(NCCNC([C@H]1NC[C@@H](C1)O)=O)=O)Cl)C(F)(F)F